NCCN1CCN(CC1)C=1C=C2CN(C(C2=CC1)=O)C1CNCCC1 3-(5-(4-(2-aminoethyl)piperazin-1-yl)-1-oxoisoindolin-2-yl)piperidine